dimethylaminonorbornene CN(C)C12C=CC(CC1)C2